C(C)(=O)OCCN1N=CC=2CCC=3C=NC(=NC3C21)Cl 1-(2-acetoxyethyl)-8-chloro-4,5-dihydro-1H-pyrazolo[4,3-H]quinazoline